C1(CCC1)CC1(NC(OC2=C1C=CC=C2)=O)C2=CC1=CC=CC=C1C=C2 4-cyclobutylmethyl-4-(2-naphthyl)-1,3-benzoxazin-2(4H)-one